3-(palmitoyloxy)propyl (9Z,12Z)-octadeca-9,12-dienoate C(CCCCCCC\C=C/C\C=C/CCCCC)(=O)OCCCOC(CCCCCCCCCCCCCCC)=O